BrC=1C=C(C=CC1)NC(=O)NC=1C=C2C(=CN1)NC=C2 1-(3-bromophenyl)-3-(1H-pyrrolo[2,3-c]pyridin-5-yl)urea